N-hydroxy-4-methyl-3,4-dihydro-2H-benzo[b][1,4]oxazine-2-carboxamide ONC(=O)C1CN(C2=C(O1)C=CC=C2)C